ClC1=NC=CC(=C1)N1N=C2C=CC=CC2=C1 2-(2-Chloropyridin-4-yl)-2H-indazol